(1-hydroxycyclohexyl)methyl (1-hydroxy-7-methyl-1,3-dihydrobenzo[c][1,2]oxaborole-6-carbonyl)-L-valinate OB1OCC2=C1C(=C(C=C2)C(=O)N[C@@H](C(C)C)C(=O)OCC2(CCCCC2)O)C